[N+](=O)([O-])C1=CC=C(C(=O)O[C@@H](CC)[C@@H]2C[C@@H]3[C@@H](OC(O3)(C)C)O2)C=C1 (S)-1-((3aR,5S,6aR)-2,2-dimethyltetrahydrofuro[2,3-d][1,3]dioxol-5-yl)propyl 4-nitrobenzoate